C1=C(C=CC2=CC=CC=C12)C(=O)N[C@@H](C(=O)N1[C@@H](C[C@@H](C1)N=[N+]=[N-])C(=O)NC(CC1=CC=C(C=C1)[N+](=O)[O-])C(C(=O)N)O)CC1CCCCC1 (2S,4S)-1-((R)-2-(2-naphthoylamino)-3-cyclohexylpropionyl)-N-(4-amino-3-hydroxy-1-(4-nitrophenyl)-4-oxobutan-2-yl)-4-azidopyrrolidine-2-carboxamide